1-(2-fluorophenyl)-2-(3-fluoropyridin-4-yl)ethan-1-one FC1=C(C=CC=C1)C(CC1=C(C=NC=C1)F)=O